1-((2,4-diaminopyrimidin-5-yl)methyl)-N-methylindoline-5-carboxamide NC1=NC=C(C(=N1)N)CN1CCC2=CC(=CC=C12)C(=O)NC